2,3-diaminobenzonitrile NC1=C(C#N)C=CC=C1N